5-amino-3-(4-((5-fluoro-2-methoxybenzamido)methyl)phenyl)-1-(3-hydroxycyclohexyl)-1H-pyrazole-4-carboxamide NC1=C(C(=NN1C1CC(CCC1)O)C1=CC=C(C=C1)CNC(C1=C(C=CC(=C1)F)OC)=O)C(=O)N